NC=1C=2N(C3=CC(=C(C=C3N1)Br)C(=O)N([C@@H]1COC3=C1C=CC(=C3)C(F)(F)F)C)C=NC2 (S)-4-amino-7-bromo-N-methyl-N-(6-(trifluoromethyl)-2,3-dihydrobenzofuran-3-yl)imidazo[1,5-a]quinoxaline-8-carboxamide